(4-(2-aminopropyl)-2,5-dimethoxyphenyl)(imino)(methyl)-λ6-sulfanone NC(CC1=CC(=C(C=C1OC)S(=O)(C)=N)OC)C